(2-methyl-4-phenylbutan-2-yl)-2-(pyridin-4-yl)pyrido[3,4-d]pyrimidin-4-amine CC(C)(CCC1=CC=CC=C1)C1=CN=CC=2N=C(N=C(C21)N)C2=CC=NC=C2